Cyanobut-2-yl-1-pyrrolecarbodithioate C(#N)CCC(C)SC(=S)N1C=CC=C1